BrCC1=NC=C(C=C1)C 2-(bromomethyl)-5-methylpyridine